N1(N=CC=C1)CC1=CC2=C(C(=NO2)NS(=O)(=O)C2=C(C=CC=C2OC(F)(F)F)OC)C2=C1CCO2 N-(4-((1H-pyrazol-1-yl)methyl)-2,3-dihydrobenzofuro[7,6-d]isoxazol-8-yl)-2-methoxy-6-(trifluoromethoxy)benzenesulfonamide